IC=1C=CC=2N(N1)C=C(N2)NC(C)=O N-(6-iodoimidazo[1,2-b]pyridazin-2-yl)acetamide